5-chloro-6-((2,2'-dimethyl-4''-(2-oxoethoxy)-[1,1':3',1''-terphenyl]-3-yl)methoxy)-2-methoxynicotinaldehyde ClC=1C(=NC(=C(C=O)C1)OC)OCC=1C(=C(C=CC1)C1=C(C(=CC=C1)C1=CC=C(C=C1)OCC=O)C)C